FC1=CC(=C(C(=C1)C)CCO)C 2-(4-Fluoro-2,6-dimethylphenyl)ethanol